C(CCCCCN)N Hexan-1,6-diamin